ClC=1C=CC=2C(C3=CC=CC=C3C(C2C1)(C)C)=O 3-chloro-10,10-dimethylanthrone